2-amino-1,1-diethoxyethane NCC(OCC)OCC